The molecule is a Good's buffer substance, pKa = 7.5 at 20 ℃. It is a member of ethanolamines, an amino sulfonic acid and a TES. It derives from a taurine. It is a tautomer of a N-tris(hydroxymethyl)methyl-2-ammonioethanesulfonate. C(CS(=O)(=O)O)NC(CO)(CO)CO